(rac)-tert-butyl 5-methyl-2-morpholino-8-oxo-4,5,6,8-tetrahydrospiro[cyclopenta[d][1,2,4]triazolo[1,5-a]pyrimidine-7,4'-piperidine]-1'-carboxylate C[C@@H]1CC2(CCN(CC2)C(=O)OC(C)(C)C)C2=C1NC=1N(C2=O)N=C(N1)N1CCOCC1 |r|